CC(CC(C)C)=NC(CC[Si](OC)(OC)C)C 3-(1,3-dimethylbutylidene)aminobutylmethyldimethoxysilane